N1(CCCC1)C1=C(C=CC(=C1)C(F)(F)F)CN1CCNCC1 1-[[2-(Pyrrolidin-1-yl)-4-(trifluoromethyl)phenyl]methyl]piperazine